FC(OC=1C=NC(=NC1)N[C@@H]1C[C@H](CC1)NC1=CC=C(C=N1)N1C(C(=CC=C1)F)=O)F 6'-(((1S,3S)-3-((5-(difluoromethoxy)pyrimidin-2-yl)-amino)cyclopentyl)amino)-3-fluoro-2H-[1,3'-bipyridyl]-2-one